tert-butyl ((2S,4R)-1-((S)-10-((2-oxo-4-phenylpyridin-1(2H)-yl)methyl)-7-azaspiro[4.5]decane-7-carbonyl)-2-phenylpiperidin-4-yl)carbamate O=C1N(C=CC(=C1)C1=CC=CC=C1)C[C@H]1CCN(CC12CCCC2)C(=O)N2[C@@H](C[C@@H](CC2)NC(OC(C)(C)C)=O)C2=CC=CC=C2